5-Bromo-6-fluoro-3-iodo-1-(tetrahydro-2H-pyran-2-yl)-1H-indazole BrC=1C=C2C(=NN(C2=CC1F)C1OCCCC1)I